tert-butyl (2S,4R)-4-((2-hydrazineylpyrimidin-5-yl)oxy)-2-methylpyrrolidine-1-carboxylate N(N)C1=NC=C(C=N1)O[C@@H]1C[C@@H](N(C1)C(=O)OC(C)(C)C)C